OC(C(C)=O)C1=CC(=C(C=C1)O)OC 1-hydroxy-1-(4-hydroxy-3-methoxyphenyl)propan-2-one